FC1=C(C2=C(CCO2)C=C1NC1=NC(=CC(=N1)C)NC)C=1CC(CN(CC1)C(=O)OC(C)(C)C)OC tert-butyl 5-[6-fluoro-5-[[4-methyl-6-(methylamino)pyrimidin-2-yl]amino]-2,3-dihydrobenzofuran-7-yl]-3-methoxy-2,3,4,7-tetrahydroazepine-1-carboxylate